C(#N)CCC(=O)OCC Ethyl 3-cyanopropanoate